Cl.N1CC(C1)C1=CC=C(N=N1)C1=C(C=C(C=C1)C=1C=CC=2N(C1)C=C(N2)C)O 2-[6-(azetidin-3-yl)pyridazin-3-yl]-5-2-methylimidazo[1,2-a]pyridin-6-yl-phenol hydrochloride